FC1(CC12CC(C2)C(=O)N(C)OC)F 1,1-difluoro-N-methoxy-N-methylspiro[2.3]hexane-5-carboxamide